CC1C2C(CC(C1)C(C)(C)C)O2 3-Methyl-5-t-butyl-1,2-epoxycyclohexan